5-((7-Chloroisoquinolin-1-yl)amino)picolinic acid methyl ester COC(C1=NC=C(C=C1)NC1=NC=CC2=CC=C(C=C12)Cl)=O